NC1=C(C(=NC=N1)N[C@@H]1CN(C[C@H]1O)C(C=C)=O)C1=CC=C(C=C1)OC1=CC=CC=C1 1-(trans-3-((6-Amino-5-(4-phenoxyphenyl)pyrimidin-4-yl)amino)-4-hydroxypyrrolidin-1-yl)prop-2-en-1-on